N-(aminoiminomethyl)-2,6-dichloro-phenylacetamide NN=CNC(CC1=C(C=CC=C1Cl)Cl)=O